C(=O)N1CC=CCC1 N-formyl-5,6-dihydropyridine